FC(C=1N2CCCC3=CC(=CC(N1)=C23)C(CCCC)=O)(F)F 1-[2-(trifluoromethyl)-1,3-diazatricyclo[6.3.1.04,12]dodeca-2,4(12),5,7-tetraen-6-yl]pentan-1-one